Methyl-N-ethylethanolamine CC(O)CNCC